NC1=C2N=CN(C2=NC=N1)C[C@@H](C)OCP(OCCCOCCCCCCCCCCC1=CC=C(C=C1)C#C)(O)=O 3-((10-(4-ethynylphenyl)decyl)oxy)propyl hydrogen ((((R)-1-(6-amino-9H-purin-9-yl)propan-2-yl)oxy)methyl)phosphonate